C(C1=CC=CC=C1)NC1=CC(=C(N=N1)C=1CCN(CC1)C(=O)OC(C)(C)C)C(F)(F)F tert-Butyl 4-[6-(benzylamino)-4-(trifluoromethyl)pyridazin-3-yl]-3,6-dihydro-2H-pyridine-1-carboxylate